CC1(NN(C(=C1)C(=O)NCCC1CN(CCO1)C)[C@@H](C)C1=CC=CC=C1)C(=O)N 3-methyl-N5-(2-(4-methylmorpholin-2-yl)ethyl)-1-((S)-1-phenylethyl)-1H-pyrazole-3,5-dicarboxamide